2-(4-(azetidin-1-yl)-1H-1,2,3-triazol-1-yl)acetic acid N1(CCC1)C=1N=NN(C1)CC(=O)O